COCC1NC(OC1)=O 4-(methoxymethyl)-1,3-oxazolidin-2-one